C(C=C)C1CN(C(C(=C1NCC1=C(C=NC=C1)OCCOCC=C)C(NC1=C(C(=CC=C1)F)OC)=S)=O)C(=O)OC(C)(C)C tert-butyl 3-allyl-4-[[3-(2-allyloxyethoxy)-4-pyridinyl] methylamino]-5-[(3-fluoro-2-methoxy-phenyl) thiocarbamoyl]-6-oxo-2,3-dihydropyridine-1-carboxylate